FC(C1=NC=C(C=C1CO)C1=CC(=C(C=C1)F)C(F)F)F (2-(difluoromethyl)-5-(3-(difluoromethyl)-4-fluorophenyl)pyridin-3-yl)methanol